2-(4-(7-(2,5-dihydrofuran-3-yl)-1-methyl-2,3-dioxo-2,3-dihydropyrido[2,3-b]pyrazin-4(1H)-yl)piperidin-1-yl)pyrimidine-5-carbonitrile O1CC(=CC1)C1=CC2=C(N(C(C(N2C)=O)=O)C2CCN(CC2)C2=NC=C(C=N2)C#N)N=C1